FC1=C(C=CC=C1)C1=NC2=CC(=CC=C2C=C1)C(=O)Cl 2-(2-fluorophenyl)quinoline-7-carbonyl chloride